C(C1=CC=CC=C1)[N+]1=C(C2=CC=C(C=C2C[C@@H]1CCCC)OC)C1=CC=C(C=C1)I (S)-2-benzyl-3-butyl-1-(4-iodophenyl)-6-methoxy-3,4-dihydroisoquinolin-2-ium